C(#N)C1N(CSC1)C(CNC(=O)C1=CC=NC2=CC=C(C=C12)C1CCOCC1)=O N-(2-(4-Cyanothiazolidin-3-yl)-2-oxoethyl)-6-(tetrahydro-2H-pyran-4-yl)quinoline-4-carboxamide